BrC=1C=C(C=CC1)N1CCN(CC1)CCCN1N=CN=C1 2-[3-[4-(3-bromophenyl)piperazin-1-yl]propyl]-1,2,4-triazole